C(N)(OC1[C@H](C2=CC(=CC(=C2C1)C#N)Cl)C(C)(C)C)=O (S)-tert-butyl-(6-chloro-4-cyano-2,3-dihydro-1H-inden-2-yl) carbamate